O=C1NC(CCC12COC1=C2C=CC(=C1)N1CCN(CC1)C(=O)OC(C)(C)C)=O tert-butyl 4-(2',6'-dioxo-2H-spiro[benzofuran-3,3'-piperidin]-6-yl)piperazine-1-Carboxylate